methyl (S)-3-(8-nitro-1-((3-(dimethylamino)propyl)thio)-6-(2-fluorophenyl)-4H-benzo[f][1,2,4]triazolo[4,3-a][1,4]diazepin-4-yl)propionate [N+](=O)([O-])C=1C=CC2=C(C(=N[C@H](C=3N2C(=NN3)SCCCN(C)C)CCC(=O)OC)C3=C(C=CC=C3)F)C1